[Na].C(C)C=1C=C(C=C(C1)CC)NC(NS(N(C1CCN(CC1)C)C=1C=NN(C1)C)(=O)=O)=O 3-(3,5-diethylphenyl)-1-[(1-methyl-1H-pyrazol-4-yl)(1-methylpiperidin-4-yl)sulfamoyl]urea Sodium Salt